hydroxyl-fluorenediamine OC1=C(C(=C2CC3=CC=CC=C3C2=C1)N)N